ClC=1N=C(C2=C(N1)C=CS2)N2OCC[C@H]2C2=CC=CC=C2 (S)-2-(2-chlorothieno[3,2-d]pyrimidin-4-yl)-3-phenylisooxazolidine